C(CCC)[N+]1=CC(=CC(=C1)C)C 1-Butyl-3,5-dimethylpyridinium